fluoronaphthalene-1,3-diol FC1=C(C2=CC=CC=C2C=C1O)O